CN1N=C(C=C1CNC1CCN(CC1)C1=C(C=CC=C1)/C=C/C(=O)NO)C (E)-3-(2-(4-(((1,3-dimethyl-1H-pyrazol-5-yl)methyl)amino)piperidin-1-yl)phenyl)-N-hydroxyacrylamide